C(CC\C=C\CCC(=O)OCCCCl)(=O)OCCCCl (E)-bis(3-chloropropyl) oct-4-enedioate